2-(2-((5-aminopentyl)(hydroxy)amino)-2-oxoethoxy)acetic acid NCCCCCN(C(COCC(=O)O)=O)O